1-hydroxy-3-(2-oxo-1-azaspiro[4.4]nonan-3-yl)propan OCCCC1C(NC2(C1)CCCC2)=O